methacrylamide benzenesulfonate C1(=CC=CC=C1)S(=O)(=O)O.C(C(=C)C)(=O)N